C(C)(C)(C)C1(CC=C(C(=C1)C(C)(C)C)O)C 4,6-di-tert-butyl-p-cresol